Cl.N[C@H](C(=O)N1CCC(CC1)CCC#CC1=CC=CC=2N(C(N(C21)C)=O)C2C(NC(CC2)=O)=O)C2CCCCC2 3-[4-(4-{1-[(2S)-2-amino-2-cyclohexylacetyl]piperidin-4-yl}but-1-yn-1-yl)-3-methyl-2-oxo-1,3-benzodiazol-1-yl]piperidine-2,6-dione hydrochloride